C(C)C(CCC(C(=O)OCCP(=O)=C(O)C[N+](C)(C)C)=C)CC 2-(3-ethylpentyl)acryloyloxyethyl-phosphorylcholine